9-chloro-10-(2,4-difluorophenyl)-7-(6,6-dioxidohexahydrothieno[3,4-b]pyrazin-1(2H)-yl)-2,3-dihydro-5H-[1,4]thiazino[2,3,4-ij]quinazolin-5-one ClC=1C=C2C(=NC(N3C2=C(C1C1=C(C=C(C=C1)F)F)SCC3)=O)N3C1C(NCC3)CS(C1)(=O)=O